(S)-1-(2-(4-fluorobenzoyl)hydrazinecarbonyl)-N-(pyridin-3-yl)pyrrolidine-2-carboxamide FC1=CC=C(C(=O)NNC(=O)N2[C@@H](CCC2)C(=O)NC=2C=NC=CC2)C=C1